5-chloro-2-({2-[3-(furan-3-yl)phenyl]-methylpropanoyl}amino)benzoic acid ClC=1C=CC(=C(C(=O)O)C1)NC(C(C)(C1=CC(=CC=C1)C1=COC=C1)C)=O